[C@H]12CN(C[C@H](CC1)N2)C2=CC(=C(C=C2)NC2=NC=C(C=N2)C(F)(F)F)OC(F)F 2-((4-((1R,5S)-3,8-diazabicyclo[3.2.1]octan-3-yl)-2-(difluoromethoxy)phenyl)amino)-5-(trifluoromethyl)pyrimidin